4,4,4-trifluorobutanenitrile FC(CCC#N)(F)F